(4S)-4,11-diethyl-4,9-dihydroxy-1H-pyrano[3',4':6,7]indolizino[1,2-b]quinoline-3,14(4H,12H)-dione C(C)[C@]1(C(OCC=2C(N3CC=4C(=NC=5C=CC(=CC5C4CC)O)C3=CC21)=O)=O)O